(S)-(5-fluoro-1'-(3-iodo-1-((2-(trimethylsilyl)ethoxy)methyl)-1H-pyrazolo[3,4-b]Pyrazin-6-yl)-1,3-dihydro-spiro[indene-2,4'-piperidine]-3-yl)carbamic acid tert-butyl ester C(C)(C)(C)OC(N[C@@H]1C2=CC(=CC=C2CC12CCN(CC2)C2=CN=C1C(=N2)N(N=C1I)COCC[Si](C)(C)C)F)=O